P(=O)(OCC([C@H](C[C@H]1C(NCC1)=O)NC([C@@H](NC(=O)C=1NC2=CC=CC(=C2C1)OC)CC(C)C)=O)=O)(OC)OC (3S)-3-({N-[(4-methoxy-1H-indol-2-yl)carbonyl]-L-leucyl}amino)-2-oxo-4-[(3S)-2-oxopyrrolidin-3-yl]butyl dimethyl phosphate